8-[6-(3-fluoro-3-methylazetidin-1-yl)pyridin-3-yl]-3-methyl-6-oxo-2H,3H,4H,6H-pyrimido[2,1-b][1,3]thiazine-7-carbonitrile FC1(CN(C1)C1=CC=C(C=N1)C=1N=C2SCC(CN2C(C1C#N)=O)C)C